(R)-2-(2,6-dioxopiperidin-3-yl)-4-(2-fluoro-4-((3-morpholinoazetidin-1-yl)methyl)benzylamino)isoindoline-1,3-dione O=C1NC(CC[C@H]1N1C(C2=CC=CC(=C2C1=O)NCC1=C(C=C(C=C1)CN1CC(C1)N1CCOCC1)F)=O)=O